O=C1NC(CCC1C=1C=CC(=NC1)N1CCN(CCC1)CC1CCN(CC1)C(=O)OC(C)(C)C)=O tert-butyl 4-((4-(5-(2,6-dioxopiperidin-3-yl)pyridin-2-yl)-1,4-diazepan-1-yl)methyl)piperidine-1-carboxylate